[1-(2,3-dimethylphenyl)ethyl]-1H-imidazole CC1=C(C=CC=C1C)C(C)N1C=NC=C1